O1CCN(CC1)C1=CC=C(C(=N1)C(=O)OC)C=1C(=CC2=C(OCCC3=C2SC=C3)C1)C(=O)OCC[Si](C)(C)C methyl 6-morpholino-3-(9-((2-(trimethylsilyl)ethoxy)carbonyl)-4,5-dihydrobenzo[b]thieno[2,3-d]oxepin-8-yl)picolinate